C(C(C)C)C1=CC=C2C(CC(C2=C1)=O)C 6-isobutyl-3-methyl-2,3-dihydro-1H-inden-1-one